aminobenzofurandione NC1=CC=CC2=C1C(C(O2)=O)=O